BrC=1C(=CC(=C(C1)C(C)=O)O)Cl 1-(5-bromo-4-chloro-2-hydroxyphenyl)ethan-1-one